FC1CN(CCC1O)C(=O)OCC1=CC=CC=C1 benzyl 3-fluoro-4-hydroxy-piperidine-1-carboxylate